C(C)(C)(C)OC(=O)N[C@H](C(C#N)NC1=C(C(=O)OC)C=C(C=C1)C1=CC(=NC=C1)N1CCOCC1)CC1=CNC2=CC=CC=C12 methyl 2-(((2S)-2-((tert-butoxycarbonyl)amino)-1-cyano-3-(1H-indol-3-yl)propyl)amino)-5-(2-morpholinopyridin-4-yl)benzoate